FC1=C(C=CC(=C1)C)N=C=O 2-fluoro-1-isocyanato-4-methylbenzene